(S)-tetra-tert-butyl 2,2',2'',2'''-(2-(4-(benzyloxy)benzyl)-1,4,7,10-tetraazacyclododecane-1,4,7,10-tetrayl)tetraacetate C(C1=CC=CC=C1)OC1=CC=C(C[C@@H]2N(CCN(CCN(CCN(C2)CC(=O)OC(C)(C)C)CC(=O)OC(C)(C)C)CC(=O)OC(C)(C)C)CC(=O)OC(C)(C)C)C=C1